(R)-6-bromo-7-methoxy-2-methyl-N-(1-(3-nitro-5-(trifluoromethyl)phenyl)ethyl)pyrido[2,3-d]pyrimidin-4-amine BrC1=CC2=C(N=C(N=C2N[C@H](C)C2=CC(=CC(=C2)C(F)(F)F)[N+](=O)[O-])C)N=C1OC